3,3-dimethoxy-1-(methoxymethyl)cyclobutane-1-carboxylic acid isopropyl ester C(C)(C)OC(=O)C1(CC(C1)(OC)OC)COC